C(N)(=O)C=1C(=NN(C1)[C@@H]1COCC[C@H]1C#N)NC1=CC(=C(C(=O)OC)C=C1)B1OC(C(O1)(C)C)(C)C methyl 4-((4-carbamoyl-1-(trans-4-cyanotetrahydro-2H-pyran-3-yl)-1H-pyrazol-3-yl)amino)-2-(4,4,5,5-tetramethyl-1,3,2-dioxaborolan-2-yl)benzoate